3α,6α-dihydroxy-5β-cholan O[C@H]1C[C@H]2[C@H](C[C@H]3[C@@H]4CC[C@H]([C@@H](CCC)C)[C@]4(CC[C@@H]3[C@]2(CC1)C)C)O